FC(OC[C@H]1O[C@@H](CN(C1)C=1C=2N(C=C(C1)S(=O)(=O)NC1(CC1)C)C(=NC2)C=2SC(=NN2)C(F)F)C)F |o1:4,6| rel-8-((2S,6R)-2-((difluoromethoxy)methyl)-6-methylmorpholino)-3-(5-(difluoromethyl)-1,3,4-thiadiazol-2-yl)-N-(1-methylcyclopropyl)imidazo[1,5-a]pyridine-6-sulfonamide